N-(6-bromo-3-nitropyridin-2-yl)-1-(methylsulfonyl)-1,2,3,4-tetrahydroquinolin-7-amine BrC1=CC=C(C(=N1)NC1=CC=C2CCCN(C2=C1)S(=O)(=O)C)[N+](=O)[O-]